O1C2=C(OCC1)C=C(C=C2)[C@H]([C@@H](CN2CCCCC2)NC(=O)[C@H]2CN(CC2)C2=CC=C(C=C2)F)O (R)-N-((1R,2R)-1-(2,3-dihydrobenzo[b][1,4]dioxin-6-yl)-1-hydroxy-3-(piperidin-1-yl)propan-2-yl)-1-(4-fluorophenyl)pyrrolidine-3-carboxamide